bromo-1-[(4-methoxyphenyl)methyl]-1,2,3,4-tetrahydroquinolin-2-one BrC1C(N(C2=CC=CC=C2C1)CC1=CC=C(C=C1)OC)=O